(3-isopropyl-1,5,6,7-tetrahydro-s-indacen-1-yl)dimethyl-(1,5,6,7-tetrahydro-s-indacen-1-yl)silane C(C)(C)C1=CC(C2=CC=3CCCC3C=C12)[Si](C1C=CC2=CC=3CCCC3C=C12)(C)C